1-(4-benzoyl-3,4-dihydro-2H-benzo[b][1,4]thiazin-6-yl)-3-(1H-indol-3-yl)urea C(C1=CC=CC=C1)(=O)N1C2=C(SCC1)C=CC(=C2)NC(=O)NC2=CNC1=CC=CC=C21